1,3-bis{2-(trimethoxysilyl)ethyl}-1,1,3,3-tetramethyldisiloxane CO[Si](CC[Si](O[Si](C)(C)CC[Si](OC)(OC)OC)(C)C)(OC)OC